N-([1,1':2',1''-terphenyl]-3'-yl)-6-phenylnaphthalene-2-amine C1(=CC=CC=C1)C=1C(=C(C=CC1)NC1=CC2=CC=C(C=C2C=C1)C1=CC=CC=C1)C1=CC=CC=C1